CS(=O)(=O)OC1=C(C=CC=C1)C (2-methylphenyl) methylsulfonate